2,6-dichloropyridin-4-ol ClC1=NC(=CC(=C1)O)Cl